Methyl 2-(7-chloro-9H-carbazol-3-yl)acetate ClC1=CC=C2C=3C=C(C=CC3NC2=C1)CC(=O)OC